NC1=NNC2=CC=CC(=C12)C=1C=C2C=CC=C(C2=CC1)C(=O)NC1=CC(=CC=C1)Cl 6-(3-amino-1H-indazol-4-yl)-N-(3-chlorophenyl)-1-naphthalenecarboxamide